N[C@](C(=O)O)(CC1=C(C=C(C=C1F)B(O)O)F)C (S)-2-amino-3-(4-dihydroxyboryl-2,6-difluorophenyl)-2-methylpropanoic acid